4-[(4-bromophenyl)sulfanyl]cyclohexan-1-amine BrC1=CC=C(C=C1)SC1CCC(CC1)N